FC=1C(=CC=2C3=C(NC(C2C1)=O)CS(CC3NC)=O)F racemic-8,9-difluoro-1-(methylamino)-1,5-dihydro-2H-thiopyrano[3,4-c]isoquinolin-6(4H)-one 3-oxide